6-methoxyl-methylindazole O(C)C1=CC=C2C(=NNC2=C1)C